methyl 5-{[(3R)-3-{[(tert-butoxy)carbonyl]amino}piperidin-1-yl]methyl}-2-methoxybenzoate C(C)(C)(C)OC(=O)N[C@H]1CN(CCC1)CC=1C=CC(=C(C(=O)OC)C1)OC